5-(2-Amino-3-(cyclohexylethynyl)pyridin-4-yl)-1H-indazol-3-amine NC1=NC=CC(=C1C#CC1CCCCC1)C=1C=C2C(=NNC2=CC1)N